N-[(2R)-1,4-dioxan-2-ylmethyl]-8-methyl-2-[(2S)-tetrahydrofuran-2-ylmethyl]-4,5-dihydro-2H-furo[2,3-g]indazole-7-carboxamide O1[C@@H](COCC1)CNC(=O)C1=C(C2=C(CCC3=CN(N=C23)C[C@H]2OCCC2)O1)C